C1(=CC=CC=C1)N(C1=CC=CC=C1)\C(=C\C1=CC=CC=C1)\C=1C=C2C=CC(=CC2=CC1)/C=C/C1=CC=C(C=C1)N(C1=CC=CC=C1)C1=CC=CC=C1 N-(4-((E)-2-(6-((E)-(diphenylamino)styryl)naphthalen-2-yl)vinyl)phenyl)-N-phenylbenzenamine